C(C)(=O)N1CCC(CC1)N1N=CC(=C1)C1=NNC=2C1=NC(=C(C2)OC)C2=C1CCC(C1=CC=C2)C#N 4-(3-(1-(1-Acetylpiperidin-4-yl)-1H-pyrazol-4-yl)-6-methoxy-1H-pyrazolo[4,3-b]pyridin-5-yl)-2,3-dihydro-1H-indene-1-carbonitrile